6-amino-N-(5-(trifluoromethyl)-6-(3-(trifluoromethyl)phenyl)pyridin-2-yl)pyridine-2-sulfonamide NC1=CC=CC(=N1)S(=O)(=O)NC1=NC(=C(C=C1)C(F)(F)F)C1=CC(=CC=C1)C(F)(F)F